6-(pyrrolidin-1-ylmethyl)imidazo[1,5-a]pyridine N1(CCCC1)CC=1C=CC=2N(C1)C=NC2